N-[(1S)-2-[3-chloro-2-(3-fluoro-6-methoxy-pyridine-2-carbonyl)-4-(trifluoromethyl)anilino]-1-methyl-2-oxo-ethyl]carbamic acid tert-butyl ester C(C)(C)(C)OC(N[C@H](C(=O)NC1=C(C(=C(C=C1)C(F)(F)F)Cl)C(=O)C1=NC(=CC=C1F)OC)C)=O